S(=O)(=O)(C1=CC=C(C)C=C1)N1C=CC2=C1N=CN=C2CC(=O)OCC ethyl 2-(7-tosyl-7H-pyrrolo[2,3-d]pyrimidin-4-yl)acetate